CC1CC(C1)(C1=NN=CN1)C=1C=C(N)C=CC1 3-[(1r,3s)-3-methyl-1-(4H-1,2,4-triazol-3-yl)cyclobutyl]aniline